O=C1NC(CCC1C=1C=C(C=CC1F)N1CCN(CC1)C(=O)OC(C)(C)C)=O tert-butyl 4-[3-(2,6-dioxo-3-piperidyl)-4-fluoro-phenyl]piperazine-1-carboxylate